C(=O)O.FC1=C(C=CC(=C1)C(F)(F)F)C=1C(=NC(=NC1)NCC1CN(CCC1)C)C 5-(2-fluoro-4-(trifluoromethyl)phenyl)-4-methyl-N-((1-methyl-3-piperidinyl)methyl)pyrimidin-2-amine, formate salt